CC=1C=C(C=CC1)S(=O)C1=C(C=CC=C1)N1CCNCC1 1-(2-(m-methylphenylsulfinyl)phenyl)piperazine